NC1=NC=2C=CC=CC2C2=C1N=C(N2OCCCCNC=2C(C(C2N(CCCCCCCCCCCCCCCCC)CCCN(C)C)=O)=O)CCCC 3-(4-(4-amino-2-butyl-1H-imidazo[4,5-c]quinolin-1-yloxy)butylamino)-4-((3-(dimethylamino)propyl)(heptadecyl)amino)cyclobut-3-ene-1,2-dione